CCCCCCC=CC(=O)C decenone